COC=1C=C2CCN3C(C2=CC1C=1N=NN(N1)C)=C(N=C3C(=O)N3[C@](CCC3)(C(=O)N)C)CCC (R)-1-(8-methoxy-9-(2-methyl-2H-tetrazol-5-yl)-1-propyl-5,6-dihydroimidazo[5,1-a]isoquinoline-3-carbonyl)-2-methylpyrrolidine-2-carboxamide